tert-butyl 4-(2-(3,4-dimethoxyphenyl)-3-isopropyl-1H-indol-5-yl)-2-oxo-5,6-dihydropyridine-1(2H)-carboxylate COC=1C=C(C=CC1OC)C=1NC2=CC=C(C=C2C1C(C)C)C1=CC(N(CC1)C(=O)OC(C)(C)C)=O